tert-Butyl 3-(5-nitropyridin-2-yl)-3,8-diazabicyclo[3.2.1]octane-8-carboxylate [N+](=O)([O-])C=1C=CC(=NC1)N1CC2CCC(C1)N2C(=O)OC(C)(C)C